C1CCC2CCCC3CCCC1C23 perhydrophenalene